2-([1,4]Dioxan-2-ylmethoxy)-9-pent-1-ynyl-6,7-dihydro-pyrimido[6,1-a]isoquinolin-4-one O1C(COCC1)COC1=NC(N2C(C3=CC=C(C=C3CC2)C#CCCC)=C1)=O